1-[5-(difluoromethyl-sulfanyl)-3-pyridyl]-3,3-dimethyl-N-(3-methyl-1,1-dioxo-thietan-3-yl)-2-oxo-indoline-5-carboxamide FC(F)SC=1C=C(C=NC1)N1C(C(C2=CC(=CC=C12)C(=O)NC1(CS(C1)(=O)=O)C)(C)C)=O